N1(N=CC=C1)CC12CC3(CC(CC(C1)C3)C2)OCCOCCOCCO 2-[2-(2-{[3-(1H-pyrazol-1-ylmethyl)tricyclo[3.3.1.13,7]dec-1-yl]oxy}ethoxy)ethoxy]ethanol